C(C)N(C(OCOC1=C2N(N=CC1=O)[C@H]([C@@H]1N(C2=O)CCC1)[C@H](C1=CC=CC=C1)C1=C(C(=CC=C1)F)F)=O)C (((9aR,10S)-10-((R)-(2,3-difluorophenyl)(phenyl)methyl)-3,5-dioxo-3,5,8,9,9a,10-hexahydro-7H-pyrrolo[1',2':4,5]pyrazino[1,2-b]pyridazin-4-yl)oxy)methyl ethyl(methyl)carbamate